FC(CC(C=1SC=CC1)C1=C(NC2=CC=CC=C12)C1=CC=C(C=C1)S(=O)(=O)F)(F)F 4-(3-(3,3,3-trifluoro-1-(thiophen-2-yl)propyl)-1H-indol-2-yl)benzenesulfonyl fluoride